FC1=CC=C(C=C1)[C@H]1[C@@H](C1)N (1r,2s)-2-(4-fluorophenyl)-cyclopropan-1-amine